(R)-6-(5-amino-1-methyl-1H-pyrazol-4-yl)-4-(1-(5-fluoropyridin-2-yl)eth-oxy)pyrazolo[1,5-a]pyridine-3-carbonitrile NC1=C(C=NN1C)C=1C=C(C=2N(C1)N=CC2C#N)O[C@H](C)C2=NC=C(C=C2)F